C(C)OC=1C=C(C=NC1)C=1C=NN(C1)C=1C=C(C(=O)N2CCN(CC2)C2=CC=C(C(=O)NS(=O)(=O)C3=CC(=C(C=C3)NCCSC3=CC=CC=C3)C(F)(F)F)C=C2)C=C(C1)C(F)(F)F 4-[4-[3-[4-(5-Ethoxypyridin-3-yl)pyrazol-1-yl]-5-(trifluoromethyl)benzoyl]piperazin-1-yl]-N-[4-(2-phenylsulfanylethylamino)-3-(trifluoromethyl)phenyl]sulfonylbenzamide